4-((4-bromo-3-chlorophenyl)oxy)piperidine-1-carboxylic acid tert-butyl ester C(C)(C)(C)OC(=O)N1CCC(CC1)OC1=CC(=C(C=C1)Br)Cl